2-(1-fluoroethyl)(2H4)-1-benzofuran FC(C)C=1OC2=C(C1[2H])C(=C(C(=C2)[2H])[2H])[2H]